ClC=1C=C(C=CC1)N1CC(CC1=O)NC(=O)NC1=CC=C(C=C1)F 1-[1-(3-chlorophenyl)-5-oxopyrrolidin-3-yl]-3-(4-fluorophenyl)urea